N1=CC(=CC=C1)C1=CC2=C(NC(N2)=O)C=C1 5-(pyridin-3-yl)-1,3-dihydro-2H-benzo[d]imidazol-2-one